1-(3,5-dihydro-2H-1,4-benzothiazepin-4-yl)ethanone S1CCN(CC2=C1C=CC=C2)C(C)=O